6-(4-Chloro-2-(4-methyl-4H-1,2,4-triazol-3-yl)phenyl)-2-(4-(((cyclopropyl-methyl)amino)methyl)-6-methylpyridin-2-yl)isoindolin-1-one ClC1=CC(=C(C=C1)C1=CC=C2CN(C(C2=C1)=O)C1=NC(=CC(=C1)CNCC1CC1)C)C1=NN=CN1C